1-((4-(pyridin-4-yl)phenyl)sulfonyl)pyrrolidine N1=CC=C(C=C1)C1=CC=C(C=C1)S(=O)(=O)N1CCCC1